[Na+].NC1=CC=C(C=C1)S(=O)(=O)[O-] 4-Aminobenzenesulfonic acid monosodium salt